2'-[3-(2-hydroxy-prop-2-yl)-2-oxopyrazin-1-yl]-5',6-dimethyl-[1,4'-bipyridine]-2-one OC(C)(C)C=1C(N(C=CN1)C1=NC=C(C(=C1)N1C(C=CC=C1C)=O)C)=O